C(C)OC1=NC=CC=C1C1=NC(=C(C=C1)OC1CC2(CN(C2)C(=O)C2(CCCC2)F)C1)O[C@H]1CNCC1 {6-[(2'-ethoxy-6-{[(3R)-pyrrolidin-3-yl]oxy}[2,3'-bipyridin]-5-yl)oxy]-2-azaspiro[3.3]heptan-2-yl}(1-fluorocyclopentyl)methanone